ClC1=CC=C(C=C1)\C=1\CCCC2=C(\C1\C1=CC=C(C=C1)C=C1CN(CC1)CCCF)C=CC(=C2)C(=O)O (Z)-8-(4-chlorophenyl)-9-(4-((1-(3-fluoropropyl)pyrrolidin-3-ylidene)methyl)phenyl)-6,7-dihydro-5H-benzo[7]annulene-3-carboxylic acid